3-(dimethylamino)-6-(2-(3-((2-methoxy-4-(methylsulfonyl)phenyl)amino)prop-1-yn-1-yl)-3-(2,2,2-trifluoroethyl)imidazo[1,2-a]pyridin-8-yl)pyridin-2(1H)-one CN(C=1C(NC(=CC1)C=1C=2N(C=CC1)C(=C(N2)C#CCNC2=C(C=C(C=C2)S(=O)(=O)C)OC)CC(F)(F)F)=O)C